NC1=C2C(=NC=N1)N(N=C2C2=CC=C(C=C2)OC2=CC=CC=C2)C2CCN(CC2)CC2CCN(CC2)C=2C=C1C(N(C(C1=CC2)=O)N2C(NC(CC2)=O)=O)=O 5-(4-((4-(4-amino-3-(4-phenoxyphenyl)-1H-pyrazolo[3,4-d]pyrimidin-1-yl)piperidin-1-yl)methyl)piperidin-1-yl)-2-(2,4-dioxotetrahydropyrimidin-1(2H)-yl)isoindoline-1,3-dione